C(C(C)C)(=O)OC1=C(C=C(C=C1/C=N/C(C(C)C)O)Cl)O (E)-4-chloro-2-hydroxy-6-((1-hydroxy-2-meth-ylpropylimino)methyl)-phenyl isobutyrate